4-(1-methylbenzimidazol-4-yl)sulfanyl-6-[5-methyl-1-(1-methyl-4-piperidyl)pyrazol-4-yl]pyrazolo[1,5-a]pyridine-3-carbonitrile CN1C=NC2=C1C=CC=C2SC=2C=1N(C=C(C2)C=2C=NN(C2C)C2CCN(CC2)C)N=CC1C#N